CC=1N=C(C2=C(N1)NC(C=C2)=O)S(=O)(=O)C 2-methyl-4-(methylsulfonyl)pyrido[2,3-d]pyrimidin-7(8H)-one